ethylenediaminetetraacetic acid anion C(CN(CC(=O)[O-])CC(=O)[O-])N(CC(=O)[O-])CC(=O)[O-]